2-but-enedioic acid-1-dodecyl ester C(CCCCCCCCCCC)OC(C=CC(=O)O)=O